tert-butyl 1-(hydroxymethyl)-2-azabicyclo[2.1.1]hexane-2-carboxylate OCC12N(CC(C1)C2)C(=O)OC(C)(C)C